FC=1C(=CC(=NC1)OC)[C@H](C(=O)N1C[C@]2(CC1)NC1=NC(=C(C=C1CC2)C=2C=NC(=NC2)C(F)(F)F)C)C (2R)-2-(5-fluoro-2-methoxypyridin-4-yl)-1-{(2S)-7-methyl-6-[2-(trifluoromethyl)pyrimidin-5-yl]-3,4-dihydro-1H-spiro[1,8-naphthyridine-2,3'-pyrrolidin]-1'-yl}propan-1-one